CN1CC2=CC(=CC=C2CC1)N 2-methyl-1,2,3,4-tetrahydroisoquinoline-7-amine